2-[2-[3-ethylsulfonyl-6-(trifluoromethyl)imidazo[1,2-a]pyridin-2-yl]-3-oxo-isoindolin-5-yl]oxy-2-methyl-propanenitrile C(C)S(=O)(=O)C1=C(N=C2N1C=C(C=C2)C(F)(F)F)N2CC1=CC=C(C=C1C2=O)OC(C#N)(C)C